C(#N)C=1C=C(C=C(C1)F)NC(=O)NC(C(=O)O)(CC)CC 2-{[(3-cyano-5-fluorophenyl)carbamoyl]amino}-2-ethylbutanoic acid